P(=S)([NH-])([NH-])[NH-] thiophosphoryltriamide